F[C@H]1C[C@]2(CCCN2C1)COC1=NC2=C(C(=C(C=C2C(=N1)N1CC2CCC(C1)N2)Cl)C2=NC(=CC1=CC=CC(=C21)F)N)F 1-(2-{[(2S,7aR)-2-fluoro-hexahydro-1H-pyrrolizin-7a-yl]methoxy}-6-chloro-4-{3,8-diazabicyclo[3.2.1]octan-3-yl}-8-fluoroquinazolin-7-yl)-8-fluoroisoquinolin-3-amine